1-(6-amino-2-azaspiro[3.3]heptan-2-yl)ethan-1-one hydrochloride salt Cl.NC1CC2(CN(C2)C(C)=O)C1